5-((ethoxycarbonyl)amino)-6-ethyl-nicotinic acid methyl ester COC(C1=CN=C(C(=C1)NC(=O)OCC)CC)=O